silver-rhodium [Rh].[Ag]